BrC1=CC(=C(C=C1)[C@H]1N([C@@H](CC2=C3C(=CC=C12)NC(O3)=O)C)CC(F)(F)F)OC (6S,8R)-6-(4-Bromo-2-methoxyphenyl)-8-methyl-7-(2,2,2-trifluoroethyl)-6,7,8,9-Tetrahydrooxazolo[5,4-f]isoquinolin-2(3H)-one